7-hydroxy-2-imino-2H-chromene OC1=CC=C2C=CC(OC2=C1)=N